4-Phenyl-6-methylisophthalaldehyde C1(=CC=CC=C1)C1=C(C=C(C=O)C(=C1)C)C=O